(3R,7R)-2-(3,4-dichlorobenzoyl)-3,7-dimethyl-9-(1-(4-(methyl-sulfonyl)phenyl)ethyl)-1,2,3,4,8,9-hexahydropyrido[4',3':3,4]pyrazolo[1,5-a]pyrazin-10(7H)-one ClC=1C=C(C(=O)N2CC=3C(=NN4C3C(N(C[C@H]4C)C(C)C4=CC=C(C=C4)S(=O)(=O)C)=O)C[C@H]2C)C=CC1Cl